p-isopropoxyaniline C(C)(C)OC1=CC=C(N)C=C1